NCC=1C(=NOC1C1=CC=C(C=N1)O[C@@H]1C[C@H](CCC1)C(=O)OC(C)C)C trans-isopropyl 3-((6-(4-(aminomethyl)-3-methylisoxazol-5-yl) pyridin-3-yl)oxy)cyclohexanecarboxylate